5-hydroxy-6-(5H-imidazo[5,1-a]isoindol-5-yl)-N-methyl-5,6,7,8-tetrahydronaphthalene-2-carboxamide OC1C=2C=CC(=CC2CCC1C1N2C(C3=CC=CC=C13)=CN=C2)C(=O)NC